O[C@@H]1[C@H](COC1)C=1NC(C2=C(N1)C(=NC(=C2)C2=NC=C(C=C2)C(F)(F)F)C=2C=NN(C2)C)=O ((3s,4r)-4-hydroxytetrahydrofuran-3-yl)-8-(1-methyl-1H-pyrazol-4-yl)-6-(5-(trifluoromethyl)pyridin-2-yl)pyrido[3,4-d]pyrimidin-4(3H)-one